C(#N)C[C@@H]1N(CCN(C1)C1=NC(=NC=2C(C3(C(NC4=CC=CC=C4C3)=O)CCC12)=O)OC[C@H]1N(CCC1)C)C(=O)OC(C)(C)C tert-butyl (2S)-2-(cyanomethyl)-4-(2-(((S)-1-methylpyrrolidin-2-yl)methoxy)-2',8-dioxo-1',4',5,8-tetrahydro-2'H,6H-spiro[quinazoline-7,3'-quinolin]-4-yl)piperazine-1-carboxylate